[Zn].COC1CC(CC=C1O)\C=C\C(=O)CC(=O)\C=C\C1=CC=C(O)C(OC)=C1 tetrahydrocurcumin zinc